(5-(1-(6-methyl-2-phenyl-1H-indol-3-yl)-2-nitroethyl)thiophen-2-yl)boronic acid CC1=CC=C2C(=C(NC2=C1)C1=CC=CC=C1)C(C[N+](=O)[O-])C1=CC=C(S1)B(O)O